2-(morpholin-4-yl)-4-(1H-pyrazol-3-yl)-8-(1H-pyrazol-5-yl)-1,7-naphthyridine N1(CCOCC1)C1=NC2=C(N=CC=C2C(=C1)C1=NNC=C1)C1=CC=NN1